ClC=1C=NN(C(C1)=O)[C@@H](C(=O)NC1=CC(=C(C=C1)C)S(N[C@@H](C(F)(F)F)CC1=NC=CC=C1)(=O)=O)C (2R)-2-(4-chloro-6-oxo-pyridazin-1-yl)-N-[4-methyl-3-[[(1R)-2,2,2-trifluoro-1-(2-pyridylmethyl)ethyl]sulfamoyl]phenyl]propanamide